ClC1=CC=2NC(=C(C2O1)S(NC1=C(C=C(C=C1)C#N)F)(=O)=O)C(=O)O 2-chloro-6-[(4-cyano-2-fluorophenyl)sulfamoyl]-4H-furo[3,2-b]pyrrole-5-carboxylic acid